ClC1=C(OC2(COC2)C2=CC(=C(C=C2C)N=CN(C)CC)C)C=CC=C1 N'-(4-(3-(2-chlorophenoxy)oxetan-3-yl)-2,5-dimethylphenyl)-N-ethyl-N-methylformimidamide